2,5-dioxopyrrolidin-1-yl-(tert-butoxycarbonyl)glycine O=C1N(C(CC1)=O)N(CC(=O)O)C(=O)OC(C)(C)C